2-(3-iodophenyl)-8-methyl-1,7-naphthyridine IC=1C=C(C=CC1)C1=NC2=C(N=CC=C2C=C1)C